Isopentanoic acid menthyl ester C1(CC(C(CC1)C(C)C)OC(CC(C)C)=O)C